2-((trans)-2-(hydroxymethyl)cyclopropyl)isoindoline-1,3-dione OC[C@H]1[C@@H](C1)N1C(C2=CC=CC=C2C1=O)=O